C1(CC1)N1[C@@H](CN(CC1)C1=NC(=NC=C1)C1=CN=C2N1C=C(C=C2)C(F)(F)F)C(=O)N (S)-1-cyclopropyl-4-(2-(6-(trifluoromethyl)imidazo[1,2-a]pyridin-3-yl)pyrimidin-4-yl)piperazine-2-carboxamide